methyl 2-chloro-5,8-dimethyl-1,6-naphthyridine-7-carboxylate ClC1=NC2=C(C(=NC(=C2C=C1)C)C(=O)OC)C